N-(2,6-dichloro-2'-(trifluoromethoxy)-[1,1'-biphenyl]-4-yl)-2-(4-(methylsulfonyl)phenyl)-3-hydroxypropionamide ClC1=C(C(=CC(=C1)NC(C(CO)C1=CC=C(C=C1)S(=O)(=O)C)=O)Cl)C1=C(C=CC=C1)OC(F)(F)F